N[C@@H](CCC(=O)O)C(=O)[O-].[Na+] monosodium L-glutamate